tert-butyl 3-(((chloromethoxy)carbonyl)oxy)propanoate ClCOC(=O)OCCC(=O)OC(C)(C)C